hexacosyl-phosphonic acid C(CCCCCCCCCCCCCCCCCCCCCCCCC)P(O)(O)=O